C1(=CC=C(C=C1)\C=N\NC1=NC(=C2N=CN(C2=N1)[C@@H]1O[C@@H]([C@H]([C@H]1O)O)CO)N)C1=CC=CC=C1 (2R,3R,4S,5R)-2-{2-{2-[(E)-[1,1'-biphenyl]-4-ylmethylene]hydrazino}-6-amino-9H-purin-9-yl}-5-(hydroxymethyl)tetrahydrofuran-3,4-diol